E-4-((2,4-dimethoxybenzyl)amino)-7-methylimidazo[1,5-a]quinoxaline-8-carboxylic acid COC1=C(CNC=2C=3N(C4=CC(=C(C=C4N2)C)C(=O)O)C=NC3)C=CC(=C1)OC